CN1N=C2C=CC=CC2=C1C(CNC(OC(C)(C)C)=O)=O tert-butyl [2-(2-methyl-2H-indazol-3-yl)-2-oxoethyl]carbamate